C(=O)(O)[C@@H](CC(=O)C1=CC2=C(S1)C=C(C(=C2F)OCCCOC2=C(C=C1C(=N2)C=C(S1)C(C[C@H](C(=O)O)C)=O)OC)OC)C |&1:33| rac-(R)-4-(5-(3-((2-((R)-3-carboxybutanoyl)-4-fluoro-6-methoxybenzo[b]thiophen-5-yl)oxy)propoxy)-6-methoxythieno[3,2-b]pyridin-2-yl)-2-methyl-4-oxobutanoic acid